S-acetylthioglycolic acid C(C)(=O)SCC(=O)O